1-Phenyl-4,6-dihydropyrrolo[3,4-c]pyrazole-5(1H)-carbonitrile C1(=CC=CC=C1)N1N=CC2=C1CN(C2)C#N